eicosyl 3,5-dihydroxyphenylacetate OC=1C=C(C=C(C1)O)CC(=O)OCCCCCCCCCCCCCCCCCCCC